(R)-4-cyclopropyl-N-(1-hydroxybutan-2-yl)-2-(4-(trifluoromethyl)phenyl)quinoline C1(CC1)C1=C[C@@H](N(C2=CC=CC=C12)C(CO)CC)C1=CC=C(C=C1)C(F)(F)F